O1C(OCCC1)CCC1=NC=NC(=C1)N1CCN(CC1)S(=O)(=O)OC 4-(2-(1,3-dioxan-2-yl)ethyl)-6-(4-(methylsulfo)piperazin-1-yl)pyrimidine